ClC1=C(N=C(NC1=O)C1=CC(=NC=C1)F)N1CCN2CCC1CC2 5-chloro-4-(1,4-diazabicyclo[3.2.2]nonan-4-yl)-2-(2-fluoro-4-pyridinyl)-1H-pyrimidin-6-one